NC1=NC=C(C=2C1=CN(N2)C2OCCCC2)NC(C(N2[C@H](CC[C@@H](C2)C)C2OCCCC2)=O)=O N-(4-amino-2-tetrahydropyran-2-yl-pyrazolo[4,3-c]pyridin-7-yl)-2-oxo-2-[(2R,5S)-5-methyl-2-tetrahydropyran-2-yl-1-piperidyl]acetamide